ClCC1=CSC=C1CCl 3,4-bis(chloromethyl)thiophene